2-(((4-aminocycloheptyl)thio)methyl)-8-methylquinazolin-4(3H)-one NC1CCC(CCC1)SCC1=NC2=C(C=CC=C2C(N1)=O)C